6-fluoro-5-methyl-4-(4,4,5,5-tetramethyl-1,3,2-dioxaborolan-2-yl)-2-trityl-2H-indazole FC=1C(=C(C2=CN(N=C2C1)C(C1=CC=CC=C1)(C1=CC=CC=C1)C1=CC=CC=C1)B1OC(C(O1)(C)C)(C)C)C